NC1=C(C(=CC=C1Cl)Cl)C(C(=O)OCC)(F)F ethyl 2-(2-amino-3,6-dichlorophenyl)-2,2-difluoroacetate